CC1(OC1C\C=C(\C=C)/C)C 2,2-Dimethyl-3-((E)-3-methylpenta-2,4-dienyl)-oxirane